1-((3aR,6aS)-5-(4-((3-Chloro-2-fluorophenyl)amino)pyrido[3,2-d]pyrimidin-6-yl)hexahydropyrrolo[3,4-c]pyrrol-2(1H)-yl)prop-2-en-1-one ClC=1C(=C(C=CC1)NC=1C2=C(N=CN1)C=CC(=N2)N2C[C@@H]1[C@H](C2)CN(C1)C(C=C)=O)F